C[C@H]1N(C[C@H](NC1)C)C1=NC=C(N=C1)C(F)(F)F 2-[(2R,5R)-2,5-dimethylpiperazin-1-yl]-5-(trifluoromethyl)pyrazine